6-(3'-fluorobiphenyl-2-yloxy)-1-methyl-1H-pyrazolo[3,4-b]pyridine FC=1C=C(C=CC1)C1=C(C=CC=C1)OC1=CC=C2C(=N1)N(N=C2)C